calcium benzenedisulfonate C1=CC=C(C(=C1)S(=O)(=O)[O-])S(=O)(=O)[O-].[Ca+2]